CC(C(=O)O)(C)N1C=CC=2C1=NC(=CC2)C(F)(F)F 2-methyl-2-(6-(trifluoromethyl)-1H-pyrrolo[2,3-b]pyridin-1-yl)propanoic acid